tert-butyl (3S,4R)-4-(4-fluoro-N-methyl-anilino)-3-methoxy-piperidine-1-carboxylate FC1=CC=C(N(C)[C@H]2[C@H](CN(CC2)C(=O)OC(C)(C)C)OC)C=C1